ClC=1C=CC2=C(C(=NC(C(N2)=O)O)C2=C(C=CC=C2)Cl)C1 7-chloro-5-(2-chlorophenyl)-3-hydroxy-1H-1,4-benzodiazepine-2(3H)-one